FC=1C=C2C=C3N(C2=CC1)CCC(C3)(F)F 2,8,8-trifluoro-6,7,8,9-tetrahydropyrido[1,2-a]indole